FC=1C=C(C=C(C1)F)[C@@H]1CCC2=NN(C(N21)=O)C21C(C(C2)(C1)C(=O)OC)(F)F methyl (S)-3-(5-(3,5-difluorophenyl)-3-oxo-6,7-dihydro-3H-pyrrolo[2,1-c][1,2,4]triazol-2(5H)-yl)-2,2-difluorobicyclo[1.1.1]pentane-1-carboxylate